(7-chloro-2-oxo-2,3,4,5-tetrahydro-1H-1-benzazepin-4-yl)carbamic acid tert-butyl ester C(C)(C)(C)OC(NC1CC(NC2=C(C1)C=C(C=C2)Cl)=O)=O